COC1=CC2=C(NC(=N2)C2=C(C=3C(NC2=O)=CN(N3)C)N[C@@H](C)C3=NC=CC=C3)C=C1OC (S)-6-(5,6-dimethoxy-1H-benzo[d]imidazol-2-yl)-2-methyl-7-((1-(pyridin-2-yl)ethyl)-amino)-2H-pyrazolo[4,3-b]pyridin-5(4H)-one